N-(((9H-fluoren-9-yl)methoxy)carbonyl)-N-phenethylglycine C1=CC=CC=2C3=CC=CC=C3C(C12)COC(=O)N(CC(=O)O)CCC1=CC=CC=C1